6-chloro-8-((1S,2S)-2-(5-chloropyridin-2-yl)cyclopropyl)[1,2,4]triazolo[1,5-b]pyridazine ClC=1C=C(C=2N(N1)N=CN2)[C@@H]2[C@H](C2)C2=NC=C(C=C2)Cl